BrC1=CC2=C(N=C(N=C2)C2=CC3=CN(N=C3C(=C2OCOC)C)C)N=C1 5-{6-bromopyrido[2,3-d]pyrimidin-2-yl}-6-(methoxymethoxy)-2,7-dimethylindazole